N1CC(C1)[C@@H]1CN(CCC1)C1CSC1 (R)-3-(azetidine-3-yl)-1-(thietan-3-yl)piperidine